ClC=1C=C(C=CC1)C1=CC(=CC=C1)C1=C(C(=CC2=C1OC1=C2C=CC=C1)C1=CC=CC=C1)C1=CC=CC=C1 4-(3'-chloro-[1,1'-biphenyl]-3-yl)-2,3-diphenyldibenzo[b,d]furan